C1(CC1)OC=1C(=C(C=CC1)C=1C=C2C=NN(C(C2=CC1)=O)C1=NC=CC=N1)C 6-(3-Cyclopropoxy-2-methylphenyl)-2-(pyrimidin-2-yl)phthalazin-1(2H)-one